ClC1=CC(=C(C=N1)C=1C=NN(C1)C1CN(CC1)C(=O)OC(C)(C)C)OC tert-butyl 3-(4-(6-chloro-4-methoxypyridin-3-yl)-1H-pyrazol-1-yl)pyrrolidine-1-carboxylate